ClC=1C=C(C=C(C1)Cl)N1C(C=CC1=O)=O 1-(3,5-dichlorophenyl)-1H-pyrrole-2,5-dione